(4'-ethoxy-2',3'-difluorophenyl)-2,3-difluoro-4-(propylsulfanyl)benzene C(C)OC1=C(C(=C(C=C1)C1=C(C(=C(C=C1)SCCC)F)F)F)F